(3R)-3-isopropylmorpholine C(C)(C)[C@H]1NCCOC1